CN1N=C2[C@@H](N(CCC2=C1C1=CC(=C(C(=C1)F)F)F)C(=O)C1=C(C=C(C=C1)F)N1N=CC=N1)C (S)-(2,7-dimethyl-3-(3,4,5-trifluorophenyl)-2,4,5,7-tetrahydro-6H-pyrazolo[3,4-c]pyridin-6-yl)(4-fluoro-2-(2H-1,2,3-triazol-2-yl)phenyl)methanone